N-(8-cyclopentyl-7H-purin-6-yl)-2-(3-fluoro-5-(thiophen-3-yl)phenyl)acetamide C1(CCCC1)C1=NC2=NC=NC(=C2N1)NC(CC1=CC(=CC(=C1)C1=CSC=C1)F)=O